ureido-dithio-carbamate N(C(=O)N)NC([S-])=S